FC1=C(C(=CC=C1)F)CN1C=NN(C1=O)C=1C=C(C(=NC1)OC1=C(N=C(S1)C(=O)N)C)F 5-[[5-[4-[(2,6-difluorophenyl)methyl]-5-oxo-1,2,4-triazol-1-yl]-3-fluoro-2-pyridyl]oxy]-4-methyl-thiazole-2-carboxamide